2-(phenylmethylidene)octanal C1(=CC=CC=C1)C=C(C=O)CCCCCC